diphenyl-(4-phenylthio-phenyl)-sulfoxonium C1(=CC=CC=C1)[S+](=O)(C1=CC=C(C=C1)SC1=CC=CC=C1)C1=CC=CC=C1